2-((1S,2S,3R)-2-azido-3-(2-(2-fluorophenyl)-6-(1H-1,2,4-triazol-3-yl)-1H-benzo[d]imidazol-1-yl)cyclohexyl)-6-chloroisoindolin-1-one N(=[N+]=[N-])[C@@H]1[C@H](CCC[C@H]1N1C(=NC2=C1C=C(C=C2)C2=NNC=N2)C2=C(C=CC=C2)F)N2C(C1=CC(=CC=C1C2)Cl)=O